2-[(6-chloro-8-cyclopropyl-purin-9-yl)methoxy]ethyl-trimethyl-silane ClC1=C2N=C(N(C2=NC=N1)COCC[Si](C)(C)C)C1CC1